4-[1-(1,3-Benzothiazol-6-ylsulfonyl)-5-chloro-indol-2-yl]-2,2,3,3,4,4-hexadeuteriobutanoic acid S1C=NC2=C1C=C(C=C2)S(=O)(=O)N2C(=CC1=CC(=CC=C21)Cl)C(C(C(C(=O)O)([2H])[2H])([2H])[2H])([2H])[2H]